CC(C(=O)N1N=CC2=CC3=C(C=C12)N(C(=C3C3=CC=C(C=C3)F)C3CCOCC3)C3=CC=C(C(=O)OC(C)(C)C)C=C3)(C)C Tert-Butyl 4-[1-(2,2-dimethylpropanoyl)-5-(4-fluorophenyl)-6-tetrahydropyran-4-yl-pyrrolo[3,2-f]indazol-7-yl]benzoate